(1-(trifluoromethyl)cyclopropyl)methyl methanesulfonate CS(=O)(=O)OCC1(CC1)C(F)(F)F